8-acetyl-5-fluoro-3,6-dimethyl-2-morpholino-quinazolin-4-one C(C)(=O)C=1C=C(C(=C2C(N(C(=NC12)N1CCOCC1)C)=O)F)C